2-(2-(2-(Prop-2-yn-1-yloxy)ethoxy)ethoxy)ethyl 4-methylbenzenesulfonate CC1=CC=C(C=C1)S(=O)(=O)OCCOCCOCCOCC#C